C1(CC1)C=1N=CN(C1)C=1C(=CC(=C(C(=O)NC2=CC=CC=3C=4N([C@H](COC32)CF)N=NN4)C1)F)C (R)-5-(4-cyclopropyl-1H-imidazol-1-yl)-2-fluoro-N-(5-(fluoromethyl)-5,6-dihydrobenzo[f]tetrazolo[1,5-d][1,4]oxazepin-8-yl)-4-methylbenzamide